C(C)OC(=O)C1=CN(C(=C1)C)C1=CC=CC=C1 5-methyl-1-phenyl-1H-pyrrole-3-carboxylic acid ethyl ester